2-{3-[2-(dimethylamino)-2-methylpropoxy]pyridin-4-yl}-3-(3-fluoro-2-methylanilino)-1,5,6,7-tetrahydro-4H-pyrrolo[3,2-c]pyridin-4-one CN(C(COC=1C=NC=CC1C1=C(C=2C(NCCC2N1)=O)NC1=C(C(=CC=C1)F)C)(C)C)C